C(C=C)(=O)NC=1C=C2C(=NC=NC2=CC1OCCCN1CCOCC1)NC1=CC(=C(C=C1)F)F 6-acrylamido-N-(3-fluoro-4-fluorophenyl)-7-(3-morpholinopropoxy)quinazolin-4-amine